FC(C(=O)O)(F)F.NCCC(=O)N(C)OC1CN(C1)C1=CC(=C2C(C(=CN(C2=N1)C1=NC=NS1)C(=O)O)=O)C 7-{3-[(3-amino-N-methylpropanamidyl)oxy]azetidin-1-yl}-5-methyl-4-oxo-1-(1,2,4-thiadiazol-5-yl)-1,4-dihydro-1,8-naphthyridine-3-carboxylic acid trifluoroacetate salt